6-methylcyclohex-2-enone CC1CCC=CC1=O